5-bromo-3-{[(tert-butyldimethylsilyl)oxy]methyl}-4-chloro-2-methyl-2H-indazole BrC1=C(C2=C(N(N=C2C=C1)C)CO[Si](C)(C)C(C)(C)C)Cl